tert-butyl ((3-(2-hydroxypropan-2-yl)pyrrolidin-1-yl)sulfonyl)carbamate OC(C)(C)C1CN(CC1)S(=O)(=O)NC(OC(C)(C)C)=O